(9Ar)-7-(dithiophen-2-ylmethylidene)-5-methyl-1,2,3,4,6,8,9,9a-octahydroquinolizin-5-ium S1C(=CC=C1)C(=C1C[N+]2(CCCC[C@@H]2CC1)C)C=1SC=CC1